P(=O)([O-])([O-])[O-].F[Al+3] fluoroaluminium phosphate salt